C(C)(C)(C)OC(=O)NCC1=CC(=C(C(=C1)C)NC(=O)C1=CC2=C(O[C@@H](CC3=C2SC=C3)C)C=C1C=1C(=NC(=CC1)C(NCCC)=O)C(=O)OC)Cl methyl (R)-3-(9-((4-(((tert-butoxycarbonyl)amino)methyl)-2-chloro-6-methylphenyl)carbamoyl)-5-methyl-4,5-dihydrobenzo[b]thieno[2,3-d]oxepin-8-yl)-6-(propylcarbamoyl)picolinate